NC1=NC=2C=C(C=CC2C2=C1N=C(N2CC(C)(C)O)CCCC)CC=2C=C(OCC#N)C=CC2 2-(3-((4-amino-2-butyl-1-(2-hydroxy-2-methylpropyl)-1H-imidazo[4,5-c]quinolin-7-yl)methyl)phenoxy)acetonitrile